(Z)-methyl 16-(2-(dimethylamino)-3-(hexyloxy)propoxy)hexadec-7-enoate CN(C(COCCCCCCCC\C=C/CCCCCC(=O)OC)COCCCCCC)C